C(C)(C)C1=C(C=C(C=C1)OC)NC(=S)NC(=O)NCCCCC1=CC(=CC=C1)C1=NN(C=N1)C1=CC=C(C=C1)OC(F)(F)F 1-[(2-isopropyl-5-methoxy-phenyl)carbamothioyl]-3-[4-[3-[1-[4-(trifluoromethoxy)phenyl]-1H-1,2,4-triazol-3-yl]phenyl]butyl]urea